N-([1,2,4]triazolo[4,3-b]pyridazine-6-yl)-2-(7-cyclopropyl-1-isopropyl-4-oxo-1,4-dihydrocinnolin-3-yl)acetamide N=1N=CN2N=C(C=CC21)NC(CC2=NN(C1=CC(=CC=C1C2=O)C2CC2)C(C)C)=O